C(C)OC(=O)C1=C(N=C(N1O)C1=CC(=C(C=C1)O)C#N)C 2-(3-cyano-4-hydroxyphenyl)-1-hydroxy-4-methyl-1H-imidazole-5-carboxylic acid ethyl ester